7-bromofuro[3,2-b]pyridin-2(3H)-one BrC1=C2C(=NC=C1)CC(O2)=O